3-((R)-3-((S)-3-(3-(Cyclopropylsulfonyl)phenoxy)-2-hydroxypropylamino)-1-oxa-8-azaspiro[4.5]decan-8-ylsulfonyl)-1-ethyl-8-methylchinolin-4(1H)-on C1(CC1)S(=O)(=O)C=1C=C(OC[C@H](CN[C@H]2COC3(C2)CCN(CC3)S(=O)(=O)C3=CN(C2=C(C=CC=C2C3=O)C)CC)O)C=CC1